1-((2-(trimethylsilyl)ethoxy)methyl)-1H-1,2,4-triazole-3-carboxylic acid C[Si](CCOCN1N=C(N=C1)C(=O)O)(C)C